CO[C@H]1[C@@H](O[C@@H]([C@H]1O)CO)N1C(=O)C=C(N)N=C1 3-deaza-5-aza-2'-O-methylcytidine